C(CCCCCCCCCCCCCCCCC)N1C(=C(C(C=C1)=O)OCC=C)C N-octadecyl-2-methyl-3-(2-propen-1-yloxy)-pyridin-4-one